6-chloro-N-(8-fluoro-2-methylimidazo[1,2-a]pyridin-6-yl)-2-methoxynicotinamide ClC1=NC(=C(C(=O)NC=2C=C(C=3N(C2)C=C(N3)C)F)C=C1)OC